2-(3-benzyloxymethyl-2,2-dimethylcyclobutylidene)propyltriphenylphosphine C(C1=CC=CC=C1)OCC1C(C(C1)=C(CC1=C(C=CC=C1)P(C1=CC=CC=C1)C1=CC=CC=C1)C)(C)C